FC1=C(NC2=NC=NC3=CC=C(C=C23)C2CN(CCC2)C(=O)OC(C)(C)C)C=CC(=C1)OC1=NN(C=C1)C tert-Butyl 3-[4-[2-fluoro-4-(1-methylpyrazol-3-yl)oxy-anilino]quinazolin-6-yl]piperidine-1-carboxylate